C(CC)C1OC(CO1)CO 2-propyl-5-hydroxymethyl-1,3-dioxolane